1-(3,5-Dimethoxyphenyl)Ethane COC=1C=C(C=C(C1)OC)CC